ClCC[Si](OC)(OC)C 2-chloroethylmethyldimethoxysilane